ClC=1N=CC2=C(N1)N(C(C(=C2C)C2(OCCO2)C)=O)C2CCCC2 2-chloro-8-cyclopentyl-5-methyl-6-(2-methyl-1,3-dioxolan-2-yl)-8H-pyrido[2,3-d]pyrimidin-7-one